C(C1=CC=CC=C1)OC(=O)NCC=1C(=NOC1C1=CC=C(C=N1)O[C@@H]1C[C@H](CCC1)C(=O)O)C (1S,3S)-3-((6-(4-((((benzyloxy)carbonyl)amino)methyl)-3-methylisoxazol-5-yl)Pyridin-3-yl)oxy)cyclohexane-1-carboxylic Acid